CC1=C(C(=O)OC)C(=CC(=C1)O)C methyl 2,6-dimethyl-4-hydroxybenzoate